O[C@@H]1[C@H]([C@H](NC1)CC1=CC=C(C=C1)OC)OC(=O)NCC(=O)N[C@H](C(=O)O)C (2S)-2-{2-[({[(2R,3S,4S)-4-hydroxy-2-[(4-methoxyphenyl)methyl]pyrrolidin-3-yl]oxy}carbonyl)amino]acetamido}propanoic acid